trifluoroformamide FC(=O)N(F)F